2-methoxy-N,N,3,5-tetramethylbenzamide COC1=C(C(=O)N(C)C)C=C(C=C1C)C